C(C(C)(C)C)(=O)OCN1C=CC2=C1N=C(N=C2OC2=CC(=CC=C2)NC(C(F)(F)F)=O)Cl (2-chloro-4-(3-(2,2,2-trifluoroacetamido)phenoxy)-7H-pyrrolo[2,3-d]pyrimidin-7-yl)methyl Pivalate